N-(8-(benzyloxy)-9-((2R,3R,4S,5R)-3,4-dihydroxy-5-(hydroxymethyl)tetrahydrofuran-2-yl)-9H-purin-6-yl)benzamide C(C1=CC=CC=C1)OC=1N(C2=NC=NC(=C2N1)NC(C1=CC=CC=C1)=O)[C@@H]1O[C@@H]([C@H]([C@H]1O)O)CO